C[Si](CCOCN1N=C2C(C(NC=C2)=O)=C1)(C)C ((2-(trimethylsilyl)ethoxy)methyl)-2,5-dihydro-4H-pyrazolo[4,3-c]pyridin-4-one